C(C)O[Si](CCSSSSCC[Si](OCC)(OCC)OCC)(OCC)OCC bis-[2-(Triethoxysilyl)-ethyl] tetrasulfide